5-bromopentanoic acid 1-octylnonyl ester C(CCCCCCC)C(CCCCCCCC)OC(CCCCBr)=O